ClC=1C=C(C=CC1)[C@@H]1[C@H](C1)C(=O)NC1=NC=CC(=C1)NCC=1N=C2N(C=C(C=C2CO)C2CC2)C1 (1S,2S)-2-(3-chlorophenyl)-N-(4-(((6-cyclopropyl-8-(hydroxymethyl)imidazo[1,2-a]pyridin-2-yl)methyl)amino)pyridin-2-yl)cyclopropane-1-carboxamide